C(C)(C)(C)OC(=O)N1CC=2N(CC1)N=C(C2C2=CC=NC=C2)C2=CC=C(C=C2)OCC.OC2=C(C=C(C=C2)C(C)C2=CC(=C(C=C2)O)C)C 1,1-bis(4-hydroxy-3-methylphenyl)ethane tert-butyl-2-(4-ethoxyphenyl)-3-(pyridin-4-yl)-6,7-dihydropyrazolo[1,5-a]pyrazine-5(4H)-carboxylate